3,5-dimethyl-piperazin CC1CNCC(N1)C